CS(=O)(=O)CCNC(C1=CC=CC=C1)=O N-(2-methylsulfonyl-ethyl)benzamide